(R)-1-chloro-3-(4-(2-(4-((R)-2-hydroxy-3-(1H-imidazol-1-yl)propoxy)phenyl)propan-2-yl)phenoxy)propan-2-ol ClC[C@@H](COC1=CC=C(C=C1)C(C)(C)C1=CC=C(C=C1)OC[C@@H](CN1C=NC=C1)O)O